2-(2-Hydroxyethyl)-3a,4,7,7a-tetrahydro-1H-4,7-epoxyisoindole-1,3(2H)-dione OCCN1C(C2C3C=CC(C2C1=O)O3)=O